(E)-2-(3,7-dimethylocta-2,6-dien-1-yl)-5-pentylbenzene-1,3-diol C\C(=C/CC1=C(C=C(C=C1O)CCCCC)O)\CCC=C(C)C